1-((2S,4R)-4-((5-Azidopyridin-2-yl)amino)-2-methyl-3,4-dihydroquinolin-1(2H)-yl)propan-1-one N(=[N+]=[N-])C=1C=CC(=NC1)N[C@@H]1C[C@@H](N(C2=CC=CC=C12)C(CC)=O)C